ClC=1C=CC=C2C=CC(=NC12)NC1=NC=C(C=C1)C 8-chloro-N-(5-methylpyridin-2-yl)quinolin-2-amine